2-chloro-N-[(furan-2-yl)methyl]-7-methyl-6-(pyrrolidin-3-yl)thieno[3,2-d]pyrimidin ClC1N=CC2=C(N1CC=1OC=CC1)C(=C(S2)C2CNCC2)C